2-methyl-2-isobutyl-1,3-dioxolane-4-methanol isovalerate C(CC(C)C)(=O)OCC1OC(OC1)(CC(C)C)C